ClC1C(C(C(C=C1)([N+](=O)[O-])Cl)(Cl)Cl)(Cl)Cl hexa-chloronitrobenzene